NC1=C2N=CN(C2=NC=N1)C[C@@H](C)OCP(OCCSCCCCCCCCCCCCC[Si](CCC(F)(F)F)(C)C)(O)=O 2-((13-(dimethyl(3,3,3-trifluoropropyl)silyl)tridecyl)thio)ethyl hydrogen ((((R)-1-(6-amino-9H-purin-9-yl)propan-2-yl)oxy)methyl)phosphonate